Sodium (2R,SR)-7-oxo-2-[(trifluoromethyl)sulfanyl]-1,6-diazabicyclo[3.2.1]octan-6-yl sulfate S(=O)(=O)(ON1[C@H]2CC[C@H](N(C1=O)C2)SC(F)(F)F)[O-].[Na+] |&1:5|